ethyl 2-(6-(3,3-dimethylbutoxy) pyridin-3-yl)-4-((4-methoxybenzyl) amino)-6-methylpyrimidine-5-carboxylate CC(CCOC1=CC=C(C=N1)C1=NC(=C(C(=N1)NCC1=CC=C(C=C1)OC)C(=O)OCC)C)(C)C